2-(2-(5-amino-9-fluoro-7-methoxy-[1,2,4]triazolo[1,5-c]quinazolin-2-yl)cyclopropyl)propan-2-ol NC1=NC=2C(=CC(=CC2C=2N1N=C(N2)C2C(C2)C(C)(C)O)F)OC